C(CC)(=O)C=1C=C(C2=C(CC(O2)(C)C)C1)CC(=O)[O-] 5-propionyl-2,2-dimethyl-2,3-dihydrobenzofuran-7-acetate